1-[2-chloro-4-[[5-(2,3-difluoro-4-methoxy-phenyl)-1-methyl-imidazole-2-carbonyl]amino]benzoyl]-N-[(3-hydroxyazetidin-3-yl)methyl]piperidine-4-carboxamide ClC1=C(C(=O)N2CCC(CC2)C(=O)NCC2(CNC2)O)C=CC(=C1)NC(=O)C=1N(C(=CN1)C1=C(C(=C(C=C1)OC)F)F)C